6-fluoro-N-methyl-5-(4-((2-(3-(2,2,2-trifluoroethyl)ureido)pyridin-4-yl)methyl)piperazin-1-yl)picolinamide FC1=C(C=CC(=N1)C(=O)NC)N1CCN(CC1)CC1=CC(=NC=C1)NC(=O)NCC(F)(F)F